BrC1=C(N=CC2=C1OC(CN2)C(F)(F)F)C 8-Bromo-7-methyl-2-(trifluoromethyl)-3,4-dihydro-2H-pyrido[4,3-b][1,4]oxazine